(E)-3-(3-(2-cyclopropyl-6-(trifluoromethyl)pyridin-4-yl)-5-methyl-1H-1,2,4-triazole-1-yl)-2-(pyrimidin-5-yl)acrylamide C1(CC1)C1=NC(=CC(=C1)C1=NN(C(=N1)C)/C=C(/C(=O)N)\C=1C=NC=NC1)C(F)(F)F